N(C(=O)C)C1=CC=C(C=C1)CC(=O)NC1=C(C(=O)NCC=2OC=CC2)C=CC=C1 2-(4-Acetaminophenyl-acetamido)-N-(furan-2-ylmethyl)benzamide